2-(6-methyl-2-pyridinyl)-6-[3-(4-pyridinyl)propoxy]-3H-quinazolin-4-one CC1=CC=CC(=N1)C1=NC2=CC=C(C=C2C(N1)=O)OCCCC1=CC=NC=C1